{5-[2-(morpholin-4-yl)-8-(1H-pyrazol-5-yl)-1,7-naphthyridin-4-yl]thiophen-2-yl}methanol N1(CCOCC1)C1=NC2=C(N=CC=C2C(=C1)C1=CC=C(S1)CO)C1=CC=NN1